selenosulfonate 6-(5-(6-methylpyridin-2-yl)-1H-pyrazol-4-yl)quinolin-3-yl-(1s,3s)-3-aminocyclobutane-1-carboxylate CC1=CC=CC(=N1)C1=C(C=NN1)C=1C=C2C=C(C=NC2=CC1)OC(=O)C1CC(C1)N.S(=[Se])(=O)O